(E)-1,4-dimethoxy-2-methyl-5-(2-nitrobut-1-en-1-yl)benzene COC1=C(C=C(C(=C1)\C=C(/CC)\[N+](=O)[O-])OC)C